CC1(OB(OC1(C)C)C1=CC=C(C=C1)N1CCC(CC1)CCO)C 2-(1-(4-(4,4,5,5-tetramethyl-1,3,2-dioxaborolan-2-yl)phenyl)piperidin-4-yl)ethanol